ClC=1C=CC(=C(C1)C(CC(=O)O)CC(=O)NC)F 3-(5-chloro-2-fluorophenyl)-5-(methylamino)-5-oxopentanoic acid